BrC1=CC=C(N)C=C1 4-Bromoanilin